O=C1NC(CCC1NC(=O)C=1C(=C(OCC(=O)OC(C)(C)C)C=CC1)CC)=O tert-butyl 2-(3-((2,6-dioxopiperidin-3-yl)carbamoyl)-2-ethylphenoxy)acetate